CC1=C(OC=C1)C(=O)NC=1C(=NC(=C(C1)C)N1CCOCCC1)N1CCCC1 3-methyl-N-[5-methyl-6-(1,4-oxazepan-4-yl)-2-pyrrolidin-1-yl-3-pyridyl]furan-2-carboxamide